N-(3-morpholinopropyl)amide O1CCN(CC1)CCC[NH-]